1-azabicyclo[2.2.1]heptan-3-ol N12CC(C(CC1)C2)O